Cl.CS[C@H]1[C@H](NC1)CO ((2R,3R)-3-(Methylthio)azetidin-2-yl)methanol HCl salt